Cl.C(=O)=[Ru] carbonyl-ruthenium hydrochloride